(2S,5S)-5-(4-chlorobenzyl)-2-methylmorpholine hydrochloride Cl.ClC1=CC=C(C[C@H]2CO[C@H](CN2)C)C=C1